C1(CCCCCCC1)C(NC(=O)C=1C(=NOC1)C)C1=NC2=C(N1)C=CC(=C2F)OC N-[cyclooctyl-(4-fluoro-5-methoxy-1H-benzoimidazol-2-yl)methyl]-3-methylisoxazole-4-carboxamide